ClC=1C=C(C=2N(N1)C(=CN2)C2=NN(C=C2)C2OCCCC2)C2=CC=NN2C 6-chloro-8-(1-methyl-1H-pyrazol-5-yl)-3-(1-(tetrahydro-2H-pyran-2-yl)-1H-pyrazole-3-yl)imidazolo[1,2-b]pyridazine